[2-(4,4-Difluoroazepan-1-yl)-6-fluoro-3-quinolinyl]boronic acid FC1(CCN(CCC1)C1=NC2=CC=C(C=C2C=C1B(O)O)F)F